N-((S)-5-fluoro-1,3-dihydrospiro[indene-2,4'-piperidin]-1-yl)-2-methylpropane-2-sulfinamide FC=1C=C2CC3(CCNCC3)[C@@H](C2=CC1)NS(=O)C(C)(C)C